OC(CN1CCC(CC1)NC1=C2C=C(N(C2=CC=C1)CC#N)C#CCNC1=C(C=C(C=C1)S(=O)(=O)C)OC)COC 2-(4-{[1-(2-hydroxy-3-methoxypropyl)piperidin-4-yl]amino}-2-{3-[(4-methanesulfonyl-2-methoxyphenyl)amino]prop-1-yn-1-yl}-1H-indol-1-yl)acetonitrile